CC=1C(NC=2C=C(C=NC2C1)C(=O)OCC)=O ethyl 7-methyl-6-oxo-5,6-dihydro-1,5-naphthyridine-3-carboxylate